OC1=CC=C2CC[C@@H](C2=C1)NC(CC)=O N-[(1S)-6-hydroxyindan-1-yl]propanamide